N7-((1S,3R)-3-aminocyclopentyl)-3-(difluoromethyl)-N1-isopropyl-2,6-naphthyridine-1,7-diamine N[C@H]1C[C@H](CC1)NC1=NC=C2C=C(N=C(C2=C1)NC(C)C)C(F)F